FC=1C=C(C(=O)NC=2C=C3/C(/C(N(C3=CC2)CC2=CC(=C(C=C2)F)F)=O)=C/C=2NC(=CC2C)C)C=CC1 (Z)-3-fluoro-N-(1-(3,4-difluorobenzyl)-3-((3,5-dimethyl-1H-pyrrol-2-yl)methylene)-2-indolone-5-yl)benzamide